CC1=C(C(=C2C(=N1)CCC2)N)C(F)(F)F 2-methyl-3-(trifluoromethyl)-6,7-dihydro-5H-cyclopenta[b]pyridin-4-amine